Tert-butyl (2-(hydroxyimino)spiro[3.5]nonan-7-yl)(methyl)carbamate ON=C1CC2(C1)CCC(CC2)N(C(OC(C)(C)C)=O)C